C(C)(C)(C)OC(=O)N1C(C2=CC(=C(C=C2CC1)OC)O)CC1=C(C=CC=C1)Br 1-(2-bromobenzyl)-7-hydroxy-6-methoxy-3,4-dihydroisoquinoline-2-carboxylic acid tert-butyl ester